NC1=C2N=CN(C2=NC(=N1)F)[C@H]1C[C@@H]([C@@](O1)(C#C)CO[P@](=O)(OC1=CC=CC=C1)N[C@@H](C)C(=O)OC(CCCCCCCCC)CCCCCCCCC)O Nonadecan-10-yl ((S)-(((2R,3S,5R)-5-(6-amino-2-fluoro-9H-purin-9-yl)-2-ethynyl-3-hydroxytetrahydrofuran-2-yl) methoxy)(phenoxy)phosphoryl)-L-alaninate